(2,4-dimethoxyphenyl)methanamine hydrochloride Cl.COC1=C(C=CC(=C1)OC)CN